C1=CNC=2N=CC=3N(C21)C=CN3 3H-imidazo-[1,2-a]pyrrolo[2,3-e]pyrazine